C1CC12CCN(CC2)C=2C1=C(N(N2)C(=O)N2CCN3CCC2CC3)COCC1 (3-(6-azaspiro[2.5]octan-6-yl)-4,7-dihydropyrano[3,4-c]pyrazol-1(5H)-yl)(1,4-diazabicyclo[3.2.2]nonan-4-yl)methanone